FC([C@@H](C)NC1=NC=NC(=N1)N[C@@H](C(F)(F)F)C)(F)F N2,N4-bis((R)-1,1,1-trifluoroprop-2-yl)-1,3,5-triazine-2,4-diamine